OC(=O)[C@H](O)[C@@H](O)[C@H](O)[C@H](O)C(=O)O.NCCC(=O)O beta-alanine saccharate